ClC1=C(C=CC=C1)C(=O)C1C(C1)(F)F (2-chlorophenyl)(2,2-difluorocyclopropyl)methanone